CC1(C(N(C=2N=C(N=CC21)NC=2C(=CC=1N(C2)N=CN1)C)C1CCOCC1)=O)C 5,5-dimethyl-2-((7-methyl-[1,2,4]triazolo[1,5-a]pyridin-6-yl)amino)-7-(tetrahydro-2H-pyran-4-yl)-5H-pyrrolo[2,3-d]pyrimidin-6(7H)-one